N-(2-chlorophenyl)-4-((2-((4-((4-(1-(4-(4-(2,6-dioxopiperidin-3-yl)phenyl)piperazin-1-yl)propan-2-yl)piperidin-1-yl)carbamoyl)phenyl)amino)-5-fluoropyrimidin-4-yl)amino)benzamide ClC1=C(C=CC=C1)NC(C1=CC=C(C=C1)NC1=NC(=NC=C1F)NC1=CC=C(C=C1)C(NN1CCC(CC1)C(CN1CCN(CC1)C1=CC=C(C=C1)C1C(NC(CC1)=O)=O)C)=O)=O